4-((S)-1-((S)-1-((6-(cyclopropyl-methoxy)pyridazin-3-yl)amino)-1-oxopropan-2-yl)-4,4-difluoropiperidin-3-yl)-2-(2,2,2-trifluoroethyl)pyridine 1-oxide C1(CC1)COC1=CC=C(N=N1)NC([C@H](C)N1C[C@@H](C(CC1)(F)F)C1=CC(=[N+](C=C1)[O-])CC(F)(F)F)=O